tert-butyl (5R)-7-(4-(2,6-dioxopiperidin-3-yl)phenyl)-2,7-diazaspiro[4.4]nonane-2-carboxylate O=C1NC(CCC1C1=CC=C(C=C1)N1C[C@]2(CCN(C2)C(=O)OC(C)(C)C)CC1)=O